2-[2-[2-[2-[2-[4-[(2-chloro-9-methyl-purin-6-yl)amino]-3-methoxy-pyrazol-1-yl]ethoxy]ethoxy]ethoxy]ethoxy]ethanol ClC1=NC(=C2N=CN(C2=N1)C)NC=1C(=NN(C1)CCOCCOCCOCCOCCO)OC